NC=1N=C(C2=C(N1)C(=NN2CC2=C(C=C(C=C2)CN2CCN(CC2)CCO)OC)C)O 5-amino-1-(4-((4-(2-hydroxyethyl)piperazin-1-yl)methyl)-2-methoxybenzyl)-3-methyl-1H-pyrazolo[4,3-d]pyrimidin-7-ol